(5S,6R)-6-amino-1-(6-tert-butylfuro[2,3-b]pyrazin-2-yl)-5-(cyclopropylmethyl)-7-hydroxy-heptan-1-one N[C@H]([C@@H](CCCC(=O)C=1N=C2C(=NC1)OC(=C2)C(C)(C)C)CC2CC2)CO